acryloylhydroxypropyl-dimethyloxypropyl-methylpropoxysilane C(C=C)(=O)C(CC)O[Si](C)(CCC(OC)OC)CCCO